ClC1=C(CN2OCC(C2=O)(C)C)C=CC=C1 2-(2-chlorobenzyl)-4,4-dimethyl-isoxazol-3-one